C(C)(C)(C)NC1CN(CC1)C=1N=NC(=CC1)C1=C(C2=C(N=C(O2)C)C=C1OC)C N-tert-butyl-1-[6-(5-methoxy-2,7-dimethyl-1,3-benzoxazol-6-yl)pyridazin-3-yl]pyrrolidin-3-amine